2-(tert-butoxycarbonyl)-7-(4-cyanophenyl)isoindoline-5-carboxylic acid C(C)(C)(C)OC(=O)N1CC2=C(C=C(C=C2C1)C(=O)O)C1=CC=C(C=C1)C#N